N-benzyl-guanidine C(C1=CC=CC=C1)NC(=N)N